N-[2-(dimethylamino)ethyl]-3-(2-ethoxypyridin-3-yl)-6-[(2R)-2-ethyl-4-[4-methoxy-2-(trifluoromethyl)benzoyl]piperazin-1-yl]-2-fluorobenzamide CN(CCNC(C1=C(C(=CC=C1N1[C@@H](CN(CC1)C(C1=C(C=C(C=C1)OC)C(F)(F)F)=O)CC)C=1C(=NC=CC1)OCC)F)=O)C